FC1(CN(CCC1)C(=O)[O-])F 3,3-difluoro-piperidine-1-carboxylate